N-((1-(3-(iso-Butylamino)-4-methylphenyl)-1H-1,2,3-triazol-4-yl)methyl)methanesulfonamide C(C(C)C)NC=1C=C(C=CC1C)N1N=NC(=C1)CNS(=O)(=O)C